C(C)(=O)C1=CN(C2=C(C=C(C=C12)C=1C=NC(=NC1)C(C)O)C)CC(=O)N1[C@@H]2C[C@@]2(C[C@H]1C(=O)NC1=NC(=CN=C1)Br)C (1R,3S,5R)-2-(2-(3-acetyl-5-(2-(1-hydroxyethyl)pyrimidin-5-yl)-7-methyl-1H-indol-1-yl)acetyl)-N-(6-bromopyrazin-2-yl)-5-methyl-2-azabicyclo[3.1.0]hexane-3-carboxamide